NC=1C(=C(C(=O)N[C@H](C(=O)O)CNC(=O)OC(C)(C)C)C(=CC1)Cl)Cl (S)-2-(3-amino-2,6-dichlorobenzamido)-3-(tert-butoxycarbonylamino)propionic acid